N-(4-((4-(2-methoxy-ethyl)piperazin-1-yl)-methyl)pyridin-2-yl)-6-(pyridin-4-yl)benzo[d]-thiazol-2-amine COCCN1CCN(CC1)CC1=CC(=NC=C1)NC=1SC2=C(N1)C=CC(=C2)C2=CC=NC=C2